CS(=O)(=O)NC(=O)C1=NC=CC=C1 N-methyl-sulfonyl-pyridine-2-carboxamide